N-(4-(3-Bromophenoxy)-3-methylphenyl)-5,6,7,8-tetrahydropyrido[4',3':4,5]thieno[2,3-d]pyrimidin-4-amine BrC=1C=C(OC2=C(C=C(C=C2)NC=2C3=C(N=CN2)SC2=C3CCNC2)C)C=CC1